N-(3-chloro-2-fluorophenyl)-8-ethoxy-2-(1-methyl-2-oxabicyclo[2.1.1]hexan-4-yl)imidazo[1,2-a]pyrazine-6-carboxamide ClC=1C(=C(C=CC1)NC(=O)C=1N=C(C=2N(C1)C=C(N2)C21COC(C2)(C1)C)OCC)F